5-(2-ethoxypyridin-3-yl)-1-isopropyl-3-methyl-N-((4-methyloxazol-2-yl)methyl)-1H-pyrazolo[4,3-b]pyridin-7-amine C(C)OC1=NC=CC=C1C1=CC(=C2C(=N1)C(=NN2C(C)C)C)NCC=2OC=C(N2)C